C(C)OC1=NC(=CC2=CC=CC=C12)C1=CC=C(C=C1)C 1-ethoxy-3-(p-tolyl)isoquinoline